CC1NC(CCCC1)C 2,7-dimethylazepane